BrC1=CC=C2C(=N1)NC=C2S(=O)(=O)NC2=NC(=C(C(=N2)OC)CC(F)F)OC 6-bromo-N-[5-(2,2-difluoroethyl)-4,6-dimethoxy-pyrimidin-2-yl]-1H-pyrrolo[2,3-b]pyridine-3-sulfonamide